C(C)(C)(C)OC(=O)N1C(N(C(C(=C1)CN1C(C2=CC=CC=C2C1=O)=O)=O)C(C)C)=O.CN(C1=CC=C(C=C1)C1CNC(CO1)([2H])[2H])C N,N-dimethyl-4-(morpholin-2-yl-5,5-d2)aniline tert-butyl-5-[(1,3-dioxoisoindolin-2-yl)methyl]-3-isopropyl-2,4-dioxo-pyrimidine-1-carboxylate